FC(C)(F)C1=NC=CC(=N1)NC1=C(C=NC(=C1)NC(C)=O)C1=NC=CC(=C1)C N-(4'-((2-(1,1-difluoroethyl)pyrimidin-4-yl)amino)-4-methyl-[2,3'-bipyridin]-6'-yl)acetamide